FC(OC=1C=C(C=NC1)N1C(N(C2=C1C=CC(=C2)C(=O)NC2(CS(C2)(=O)=O)C)C(C)C)=O)F 1-(5-(difluoromethoxy)pyridin-3-yl)-3-isopropyl-N-(3-methyl-1,1-dioxothietan-3-yl)-2-oxo-2,3-dihydro-1H-benzo[d]imidazole-5-carboxamide